O=C1N(C=2C(=NC=CC2)N1)C1CCN(CC1)C(=O)O[C@@H]1CC[C@H]([C@@H](C=2C1=NC=CC2)O)C2=CC(=CC(=C2)F)F (5S,6S,9R)-6-(3,5-difluorophenyl)-5-hydroxy-6,7,8,9-tetrahydro-5H-cyclohepta[b]pyridin-9-yl 4-(2-oxo-2,3-dihydro-1H-imidazo[4,5-b]pyridin-1-yl)piperidine-1-carboxylate